N,N-bis(2,3-epoxypropoxy)aniline C(C1CO1)ON(C1=CC=CC=C1)OCC1CO1